C1=CC=CC=2C3=CC=CC=C3N(C12)C[C@H](CN1C(N[C@H](C1)C)=O)O (S)-1-((R)-3-(9H-carbazol-9-yl)-2-hydroxypropyl)-4-methyl-imidazolidin-2-one